2-bromo-1-(3-(trifluoromethyl)pyridin-2-yl)ethan-1-one BrCC(=O)C1=NC=CC=C1C(F)(F)F